tert-butyl 4-((4-(3-(2-(benzyloxy)-6-hydroxypyridin-3-yl)-5-fluoro-1-methyl-1H-indazol-6-yl)piperidin-1-yl)methyl)-3-fluoropiperidine-1-carboxylate C(C1=CC=CC=C1)OC1=NC(=CC=C1C1=NN(C2=CC(=C(C=C12)F)C1CCN(CC1)CC1C(CN(CC1)C(=O)OC(C)(C)C)F)C)O